N=1N=CCCC1C(=O)[O-] pyridazine-6(5H)-carboxylate